S1C(=NC2=C1C=CC=C2)NC(=O)C=2C=CC=C1CCN(CC21)C2=CC=C(C(=N2)C(=O)O)C=2C=NN(C2)CC21CC3CC(CC(C2)C3)C1 6-[8-(1,3-benzothiazol-2-ylcarbamoyl)-3,4-dihydroisoquinolin-2(1H)-yl]-3-{1-[tricyclo[3.3.1.13,7]dec-1-ylmethyl]-1H-pyrazol-4-yl}pyridine-2-carboxylic acid